Zinc-manganese zinc [Zn].[Mn].[Zn]